ClC1=CC=C2CCN(C2=C1)C1=NC=NC2=CC=C(C=C12)C1=NC=C(N=C1)OC 4-(6-chloroindolin-1-yl)-6-(5-methoxypyrazin-2-yl)quinazoline